benzyl(methyl)aminoethane-1-ol C(C1=CC=CC=C1)C(C)(O)NC